O1[C@@H](CC1)CN1C=NC2=C1C=C(C=C2)C(=O)O 3-{[(2S)-oxetan-2-yl]methyl}benzo[d]imidazole-5-carboxylic acid